O=C1CNC(CN1)=O 3,6-diketopiperazine